dimethylsilyl-(4-methyl-1,4-dihydroazulenyl)(2,3,4,5-tetramethylcyclopentadienyl)zirconium dichloride [Cl-].[Cl-].C[SiH](C)[Zr+2](C1C(=C(C(=C1C)C)C)C)C1C=CC=2C(C=CC=CC12)C